tert-butyl 2-fluoro-3-((2-methoxyethyl) amino)-4-nitrobenzoate FC1=C(C(=O)OC(C)(C)C)C=CC(=C1NCCOC)[N+](=O)[O-]